β,β-diphenyl-L-alanine C1(=CC=CC=C1)C([C@H](N)C(=O)O)C1=CC=CC=C1